FC1(CCC(CC1)NC(=O)C1=CC2=C(N=C(S2)N2C3CN(CC2CC3)CCCO)C=C1)F N-(4,4-difluoro-cyclohexyl)-2-(3-(3-hydroxypropyl)-3,8-diazabicyclo[3.2.1]-octan-8-yl)benzo[d]-thiazole-6-carboxamide